CC1CNCCC12COC1=C3CN(C(C3=CC=C12)=O)N1C(CCCC1=O)=O (3'-methyl-6-oxo-6,8-dihydro-2H,7H-spiro[furo[2,3-e]isoindol-3,4'-piperidin]-7-yl)piperidine-2,6-dione